(2S)-1-cyano-2-((S)-2-(4-methoxy-1H-indole-2-carboxamido)-4-methylpentanamido)-3-((S)-2-oxopyrrolidin-3-yl)propyl phenylcarbamate C1(=CC=CC=C1)NC(OC([C@H](C[C@H]1C(NCC1)=O)NC([C@H](CC(C)C)NC(=O)C=1NC2=CC=CC(=C2C1)OC)=O)C#N)=O